CN1CN(C(C1)=O)C 1,3-dimethyl-imidazolinone